2-t-Butyl-anthraquinone C(C)(C)(C)C1=CC=2C(C3=CC=CC=C3C(C2C=C1)=O)=O